(S)-tert-Butyl 3-(2-(((benzyloxy)carbonyl)amino)-3-methoxy-3-oxopropoxy)azetidine-1-carboxylate C(C1=CC=CC=C1)OC(=O)N[C@@H](COC1CN(C1)C(=O)OC(C)(C)C)C(=O)OC